3-{[amino[(ethoxy-carbonyl)imino]-methyl]amino}-propanoic acid NC(=NC(=O)OCC)NCCC(=O)O